CN1CCN(CC1)C(CC1=NSC(=N1)NC(=O)C=1OC=C(C1)C1=CC(=CC=C1)OC(F)F)C N-(3-(2-(4-methylpiperazin-1-yl)propyl)-1,2,4-thiadiazol-5-yl)-4-(3-(difluoromethoxy)phenyl)furan-2-carboxamide